Cl.Cl.C(CCCCCCCCCCCCC)(=O)O.C(CCCCCCCCCCCCC)(=O)O.CC=1OC=CC1 methyloxaol ditetradecanoate dihydrochloride